1,3-dicyano-2,4,5,6-tetra(diphenylamino)-benzene C(#N)C1=C(C(=C(C(=C1N(C1=CC=CC=C1)C1=CC=CC=C1)N(C1=CC=CC=C1)C1=CC=CC=C1)N(C1=CC=CC=C1)C1=CC=CC=C1)C#N)N(C1=CC=CC=C1)C1=CC=CC=C1